CN1[C@H]2[C@@](CCC1)(CCC2)COC=2N=C(C1=C(N2)C(=C(N=C1)C1=CC(=CC2=CC=C(C(=C12)C#C)F)O)F)N1C[C@@H](CCC1)O (3R)-1-(2-{[(4aS,7aR)-1-methyl-octahydro-1H-cyclopenta[b]pyridin-4a-yl]methoxy}-7-(8-ethynyl-7-fluoro-3-hydroxynaphthalen-1-yl)-8-fluoropyrido[4,3-d]pyrimidin-4-yl)piperidin-3-ol